BrC1=CC(=C(C=C1)C(C(=O)OCC)C#N)[N+](=O)[O-] ethyl 2-(4-bromo-2-nitrophenyl)-2-cyanoacetate